1-((S)-2-methyl-4-(5-((R)-8-phenyl-7,8-dihydro-6H-pyrrolo[2',1':2,3]imidazo[4,5-b]pyridin-2-yl)pyrimidin-2-yl)piperazin-1-yl)ethanone C[C@@H]1N(CCN(C1)C1=NC=C(C=N1)C1=CC=C2C(=N1)N1C(=N2)CC[C@@H]1C1=CC=CC=C1)C(C)=O